5-(ethyl-sulfanyl)-1H-tetrazol C(C)SC1=NN=NN1